N-(3,3-Difluoro-1-methyl-cyclobutyl)-4-[[2-(1H-indol-6-yl)acetyl]amino]pyridine-2-carboxamide FC1(CC(C1)(C)NC(=O)C1=NC=CC(=C1)NC(CC1=CC=C2C=CNC2=C1)=O)F